FC1(CCN(CC1)C1=NC=NC(=N1)OC1=CC=C(C=C1)F)C(=O)NC1(CCN2CCC1CC2)C 4-fluoro-1-(4-(4-fluorophenoxy)-1,3,5-triazin-2-yl)-N-(4-methyl-1-azabicyclo[3.2.2]non-4-yl)piperidine-4-carboxamide